OC1=C(C=C(C=C1)O)C(\C=C\C1=CC=CC=C1)=O (E)-1-(2,5-Dihydroxyphenyl)-3-phenylprop-2-en-1-one